5-[(4R,11aS)-9-[2-(dimethylamino)ethoxy]-4-methyl-1,3,4,6,11,11a-hexahydropyrazino[1,2-b]isoquinolin-2-yl]quinoline-8-carbonitrile CN(CCOC1=CC=2C[C@@H]3N(CC2C=C1)[C@@H](CN(C3)C3=C1C=CC=NC1=C(C=C3)C#N)C)C